ClC1=CC=C(C=C1)C(C(N1CC2(C3=CC=C(C=C13)OC(F)(F)F)CCCC2)=O)NC=2C=C(C=C(C2)OC)C(C)=NOC(C(=O)O)(C)C 2-(((1-(3-((1-(4-chlorophenyl)-2-oxo-2-(6'-(trifluoromethoxy)spiro[cyclopentane-1,3'-indolin]-1'-yl)ethyl)amino)-5-methoxyphenyl)ethylidene)amino)oxy)-2-methylpropanoic acid